(2r,3s)-2-(4-dimethylaminobutyl)-3-methyl-4-oxo-4-phenylbutyric acid CN(CCCC[C@@H](C(=O)O)[C@@H](C(C1=CC=CC=C1)=O)C)C